[Cl-].C[N+]1=CC=C(C=C1)C 1,4-dimethyl-pyridinium chloride